(decyl) acrylate C(C=C)(=O)OCCCCCCCCCC